FC1=C(C=CC(=C1)F)CC(C(=O)OC(C)(C)C)N=C(C1=CC=CC=C1)C1=CC=CC=C1 tert-butyl 3-(2,4-difluorophenyl)-2-((diphenylmethylene)amino)propanoate